NC1CCC(CC1)NC1=NC(=NC=C1C(F)(F)F)NC=1C=C2CNC(C2=CC1)=O 5-((4-(((1s,4s)-4-aminocyclohexyl)amino)-5-trifluoromethylpyrimidin-2-yl)amino)isoindolin-1-one